CC1=CN=C(N=N1)C1=CC=CC=C1 6-methyl-3-phenyl-1,2,4-triazine